O[C@]1(CCN(CC12CCCC2)C([C@@H](CC(F)(F)F)C)=O)CN2C(C=C(C(=C2)C(=O)N2CCN(CC2)C)C2=CC=CC=C2)=O 1-(((S)-10-Hydroxy-7-((R)-4,4,4-trifluoro-2-methylbutanoyl)-7-azaspiro[4.5]decan-10-yl)methyl)-5-(4-methylpiperazine-1-carbonyl)-4-phenylpyridin-2(1H)one